FC(C=1C=C(C=C(C1)C(F)(F)F)C1CCN(CC1)C(=O)C1=NNC2=C1CN(CC2)C(=O)OC(C)(C)C)(F)F tert-butyl 3-(4-(3,5-bis(trifluoromethyl)phenyl)piperidine-1-carbonyl)-6,7-dihydro-1H-pyrazolo[4,3-c]pyridine-5(4H)-carboxylate